3-(4-(4-chloro-7H-pyrrolo[2,3-d]pyrimidin-6-yl)phenyl)propan-1-ol ClC=1C2=C(N=CN1)NC(=C2)C2=CC=C(C=C2)CCCO